(S)-5-(4-hydroxy-4-methylisoxazolidine-2-carbonyl)-1-isobutyl-3-methyl-1,6-dihydro-2H-pyrrolo[3,4-d]Pyrimidine-2,4(3H)-dione O[C@]1(CN(OC1)C(=O)C=1NC=C2N(C(N(C(C21)=O)C)=O)CC(C)C)C